COC=1C=C(CN2CNC3=C(C=C(C=C3C2=O)CN2C(N(C=C2)C)=N)C2=C(C=C(C=C2)F)C)C=C(C1)OC 3-(3,5-Dimethoxybenzyl)-8-(4-fluoro-2-methylphenyl)-6-((2-imino-3-methyl-2,3-dihydro-1H-imidazol-1-yl)methyl)-2,3-dihydroquinazolin-4(1H)-one